2-chloro-N,N-dimethyl-4-(5-(1-(3,3,3-trifluoro-2-hydroxy-2-phenylpropanoyl)-1,2,3,6-tetrahydropyridin-4-yl)-1,3,4-thiadiazol-2-yl)benzamide ClC1=C(C(=O)N(C)C)C=CC(=C1)C=1SC(=NN1)C=1CCN(CC1)C(C(C(F)(F)F)(C1=CC=CC=C1)O)=O